CN1C(N(C2=C1C=C(C=C2)CCCC2CCNCC2)C2C(NC(CC2)=O)=O)=O 3-[3-methyl-2-oxo-5-[3-(4-piperidyl)propyl]benzimidazol-1-yl]piperidine-2,6-dione